ClC=1C=C(C2=C(N1)N(C=C2C(F)(F)F)COCC[Si](C)(C)C)N[C@@H](COC)C (R)-6-chloro-N-(1-methoxypropane-2-yl)-3-(trifluoromethyl)-1-((2-(trimethylsilyl)ethoxy)methyl)-1H-pyrrolo[2,3-b]pyridin-4-amine